4-((4-aminophenyl)amino)-6-nitro-2H-benzopyran-2-one NC1=CC=C(C=C1)NC1=CC(OC2=C1C=C(C=C2)[N+](=O)[O-])=O